10,11-Diazidoundecan-1-amine N(=[N+]=[N-])C(CCCCCCCCCN)CN=[N+]=[N-]